4-((6-Aminohexyl)amino)-2-(2,6-dioxopiperidin-3-yl)isoindoline-1,3-dione NCCCCCCNC1=C2C(N(C(C2=CC=C1)=O)C1C(NC(CC1)=O)=O)=O